C(C)(C)(C)OC(=O)NCC1=NC(=NC=C1C(=S)OCC)C ethyl 4-(((tert-butyloxycarbonyl)amino)methyl)-2-methylthiopyrimidine-5-carboxylate